7-Acetyl-2-(4-phenoxyphenyl)-5,6,7,8-tetrahydro-4H-pyrazolo[5',1':2,3]imidazo[4,5-c]pyridine-3-carboxamide C(C)(=O)N1CC2=C(CC1)NC=1N2N=C(C1C(=O)N)C1=CC=C(C=C1)OC1=CC=CC=C1